CN(C)\C=N/N=CN(C)C N'-[(Z)-dimethylaminomethyleneamino]-N,N-dimethyl-formamidine